C(#N)C=1C=CC(=C(C1)C1=CC(=NC=C1C(=O)N)C)OC 4-(5-cyano-2-methoxyphenyl)-6-methylnicotinamide